NC1=NC=CC=C1C1=NC=2C(=NC(=CC2)C2=CC=CC=C2)N1C1=CC=C(CNC(=O)C=2C(=C(C=CC2)C(C(=O)OC)C)F)C=C1 methyl 2-(3-((4-(2-(2-aminopyridin-3-yl)-5-phenyl-3H-imidazo[4,5-b]pyridin-3-yl)benzyl)carbamoyl)-2-fluorophenyl)propanoate